(2R,4R)-1-(tert-butoxycarbonyl)-4-hydroxypyrrolidine-2-carboxylic acid ethyl ester C(C)OC(=O)[C@@H]1N(C[C@@H](C1)O)C(=O)OC(C)(C)C